2-(methoxy)terephthalic acid COC1=C(C(=O)O)C=CC(=C1)C(=O)O